(S)-(3-methylpiperazin-1-yl)(2-methylpyridine-4-yl)methanone C[C@H]1CN(CCN1)C(=O)C1=CC(=NC=C1)C